(2-(tert-butoxycarbonyl)-2-azaspiro[4.5]decan-8-yl)zinc (II) iodide [I-].C(C)(C)(C)OC(=O)N1CC2(CC1)CCC(CC2)[Zn+]